C(C)N1CCN(CC1)C(CC1=CC=C(C=C1)C1=C2C(=NC(=C1)NC(=O)C1CC1)NC=C2)=O N-(4-(4-(2-(4-ethylpiperazin-1-yl)-2-oxoethyl)phenyl)-1H-pyrrolo[2,3-b]pyridin-6-yl)cyclopropylcarboxamide